(R)-2-chloro-5-fluoro-6-((3-(3-hydroxy-3-methylbutyl)-1-(2-hydroxypropyl)-2-oxo-2,3-dihydro-1H-benzo[d]imidazol-5-yl)amino)nicotinonitrile ClC1=C(C#N)C=C(C(=N1)NC1=CC2=C(N(C(N2CCC(C)(C)O)=O)C[C@@H](C)O)C=C1)F